C(C)(C)(C)C1=NC=C2C(NS(C3=CC=CC(NCCC[C@H]4CC(N(C2=N1)C4)(C)C)=N3)(=O)=O)=O (14S)-8-tert-butyl-12,12-dimethyl-2λ6-thia-3,7,9,11,18,23-hexaazatetracyclo[17.3.1.111,14.05,10]tetracosa-1(22),5,7,9,19(23),20-hexaene-2,2,4-trione